N-(2-methyl-4-(pyridin-3-yl)phenyl)-5-((3,5-dimethyl-1H-pyrazol-1-yl)methyl)thiophene-2-carboxamide CC1=C(C=CC(=C1)C=1C=NC=CC1)NC(=O)C=1SC(=CC1)CN1N=C(C=C1C)C